fluoro-N-isopropyl-N-methyl-2-(3-(1-((2-oxo-2,3-dihydro-1H-benzo[d]imidazol-5-yl)methyl)piperidin-3-yl)-1H-pyrrolo[2,3-c]pyridin-1-yl)benzamide FC=1C(=C(C(=O)N(C)C(C)C)C=CC1)N1C=C(C=2C1=CN=CC2)C2CN(CCC2)CC2=CC1=C(NC(N1)=O)C=C2